6-[3-(3-{[3-(trifluoromethyl)imidazo[1,2-a]pyridin-5-yl]methoxy}propanoyl)-3,8-diazabicyclo[3.2.1]octan-8-yl]pyridine-3-carbonitrile FC(C1=CN=C2N1C(=CC=C2)COCCC(=O)N2CC1CCC(C2)N1C1=CC=C(C=N1)C#N)(F)F